1-decyl 9-(3-((4-(dimethylamino) butanoyl) oxy)-2-(((5-(heptadecan-9-yloxy)-5-oxopentanoyl) oxy) methyl) propyl) nonanedioate C(CCCCCCCC(=O)OCC(COC(CCCN(C)C)=O)COC(CCCC(=O)OC(CCCCCCCC)CCCCCCCC)=O)(=O)OCCCCCCCCCC